C(C)OC(C1=C(C=CC=C1)C1=NC(=C(C(=C1)Cl)C#N)C1=CC=C(C=C1)Br)=O (6-(4-bromophenyl)-4-chloro-5-cyanopyridin-2-yl)benzoic acid ethyl ester